3-propyl-6a,7,8,10a-tetrahydro-6H-benzo[c]chromen-1-ol C(CC)C=1C=C(C=2C3C(COC2C1)CCC=C3)O